C1=CC=CC=2C3=CC=CC=C3C(C12)COC(=O)N[C@H](C(=O)O)CC1=CC=C(C=C1)C1=CC=C(C=C1)NS(=O)(=O)C (S)-2-((((9H-fluoren-9-yl)methoxy)carbonyl)amino)-3-(4'-(methylsulfonamido)-[1,1'-biphenyl]-4-yl)propanoic acid